2-methoxy-6,7-dimethyl-5-(4,4,5,5-tetramethyl-1,3,2-dioxaborolan-2-yl)quinoxaline COC1=NC2=CC(=C(C(=C2N=C1)B1OC(C(O1)(C)C)(C)C)C)C